COC(C1=C(C=C(C(=C1)[N+](=O)[O-])NCC(F)F)F)=O 4-((2,2-difluoroethyl)amino)-2-fluoro-5-nitrobenzoic acid methyl ester